4-(1-(methylsulfonyl)piperidin-4-yl)-N2-(1,2,3,4-tetrahydroisoquinolin-7-yl)pyrimidine-2,4-diamine CS(=O)(=O)N1CCC(CC1)C1(NC(=NC=C1)NC1=CC=C2CCNCC2=C1)N